P(O)(O)(O)=O.[Na] Sodium phosphoric acid